3-Bromo-1-(oxan-4-yl)pyrazole-4-carboxylic acid BrC1=NN(C=C1C(=O)O)C1CCOCC1